C(CCCCCCCCCCCC)C12CC(C1)(C2)CCCCCCCCCCC(=O)N 11-(3-tridecylbicyclo[1.1.1]pent-1-yl)undecanamide